C1(CC1)C1=CC(=NC(=C1)N1C=NC=C1)C(=O)O 4-cyclopropyl-6-(1H-imidazol-1-yl)picolinic Acid